(4'-fluoro-[1,1'-biphenyl]-3-yl)-N-methyl-8-nitro-[1,2,4]triazolo[4,3-a]quinazolin-5-amine FC1=CC=C(C=C1)C1=CC(=CC=C1)C1=NN=C2N1C1=CC(=CC=C1C(=N2)NC)[N+](=O)[O-]